C(C)(C)(C)OC(=O)N1CC(CC1)CN1CCN(CC1)C1CCNCC1 3-((4-(piperidin-4-yl)piperazin-1-yl)methyl)pyrrolidine-1-carboxylic acid tert-butyl ester